(4-{acetylamino}phenoxy)acetic acid C(C)(=O)NC1=CC=C(OCC(=O)O)C=C1